(difluoromethyl)tetrahydrofuran-3-amine hydrochloride Cl.FC(F)C1OCCC1N